C1=CC=C(C=C1)NC2=CC=C(C=C2)N N-phenyl-p-Phenylenediamine